ClC1=CC=C2C(=CNC2=C1F)\C=C\1/NC(N(C1=O)C(COP(=O)([O-])O)C1=CC(=C(C=C1)C#N)F)=O (Z)-2-(4-((6-chloro-7-fluoro-1H-indol-3-yl)methylene)-2,5-dioxoimidazolidin-1-yl)-2-(4-cyano-3-fluorophenyl)ethyl dihydrophosphate